FC=1C=C(C=C(C1)F)CC(=O)N[C@H](C(=O)N[C@H]1N=C(C2=C(N(C1=O)C)C=CC=C2)C2=CC=CC=C2)C (s,s)-2-(3,5-Difluorophenyl)-acetylamino-1-N-(1-methyl-2-oxo-5-phenyl-2,3-dihydro-1H-benzo[e][1,4]diazepin-3-yl)-propionamide